methyl 5-bromo-2-(trifluoro-methyl)isonicotinate BrC1=CN=C(C=C1C(=O)OC)C(F)(F)F